OCC1NCC(NC1)C 2-(hydroxymethyl)-5-methylpiperazine